2-((1-methyl-1H-pyrazol-4-yl)amino)-4-((3-(trifluoromethyl)phenylethyl)amino)pyrimidin-5-carboxamide CN1N=CC(=C1)NC1=NC=C(C(=N1)NCCC1=CC(=CC=C1)C(F)(F)F)C(=O)N